C(C)(C)(C)OC(=O)NCCC1=CC=C(OCCC(=O)O)C=C1 3-(4-(2-((tert-butoxycarbonyl)amino)ethyl)phenoxy)propanoic acid